4-(1-Ethyl-3-(pyridin-3-yl)-1H-pyrazol-4-yl)-N-(4-(8-(2-methoxyethyl)-8-azabicyclo[3.2.1]octan-3-yl)phenyl)pyrimidin-2-amine C(C)N1N=C(C(=C1)C1=NC(=NC=C1)NC1=CC=C(C=C1)C1CC2CCC(C1)N2CCOC)C=2C=NC=CC2